di-tert-butyl diisopropylphosphoramidite C(C)(C)N(P(OC(C)(C)C)OC(C)(C)C)C(C)C